ethyl 2-bromo-6-(bromomethyl)-3-fluorobenzoate BrC1=C(C(=O)OCC)C(=CC=C1F)CBr